tert-butyl 8-(6-bromo-3-chloro-5-fluoro-7-iodoisoquinolin-1-yl)-3,8-diazabicyclo[3.2.1]octane-3-carboxylate BrC=1C(=C2C=C(N=C(C2=CC1I)N1C2CN(CC1CC2)C(=O)OC(C)(C)C)Cl)F